rac-tert-butyl (R)-3-aminopyrrolidine-1-carboxylate N[C@H]1CN(CC1)C(=O)OC(C)(C)C |r|